N,N-di(cis-4-tert-butylcyclohexyl)-5-(cis-4-tert-butylcyclohexylcarbonylamino)isophthalamide C(C)(C)(C)[C@H]1CC[C@H](CC1)N(C(C1=CC(C(=O)N)=CC(=C1)NC(=O)[C@@H]1CC[C@@H](CC1)C(C)(C)C)=O)[C@@H]1CC[C@@H](CC1)C(C)(C)C